ClC1=CC=C(C=C1)C=1C2=C(N3C1C(N1[C@@H](C3)CCC1)=O)C=CC=N2 (6aR)-12-(4-chlorophenyl)-6a,7,8,9-tetrahydro-6H,11H-pyrido[2',3':4,5]pyrrolo[1,2-a]pyrrolo[1,2-d]pyrazin-11-one